CN1CCN(CC1)CCCC(=O)OCC(COCCCCCCCCC)(COCCCCCCCCC)COCCCCCCCCC 3-(Nonyloxy)-2,2-bis((nonyloxy)methyl)propyl 4-(4-methylpiperazin-1-yl)butanoate